N-(4-methyl-3-(5-morpholino-6-(pyrrolidin-3-ylethynyl)pyridin-3-yl)phenyl)-2-(trifluoromethyl)isonicotinamide CC1=C(C=C(C=C1)NC(C1=CC(=NC=C1)C(F)(F)F)=O)C=1C=NC(=C(C1)N1CCOCC1)C#CC1CNCC1